C(=O)=C(CCCC)C1=C(C(=O)O)C=CC=C1 2-(alpha-carbonylpentyl)benzoic acid